NC1=C(C=2C(=NC=C(C2CCNC(=O)OC(C)(C)C)C)N1C1=C(C(=CC=C1C)OC)C)C(=O)OC methyl 2-amino-4-(2-((tert-butoxycarbonyl) amino) ethyl)-1-(3-methoxy-2,6-dimethylphenyl)-5-methyl-1H-pyrrolo[2,3-b]pyridine-3-carboxylate